BrC1=CN=C2N1C=C(C=C2C)C2=NOCCN2C2=CC(=C(C=C2)F)OC 3-(3-bromo-8-methyl-imidazo[1,2-a]pyridin-6-yl)-4-(4-fluoro-3-methoxy-phenyl)-5,6-dihydro-1,2,4-oxadiazine